ClC1=NC=C(C(=N1)N1C[C@@H]([C@H](C1)F)F)C(F)(F)F 2-chloro-4-[(3S,4S)-3,4-difluoropyrrolidin-1-yl]-5-(trifluoromethyl)pyrimidine